1,3-bis(1-butoxyprop-1-en-2-yl)benzene C(CCC)OC=C(C)C1=CC(=CC=C1)C(=COCCCC)C